N=1C=CN2N=C(C=CC21)C=2N=NC=C(C2)O[C@H](CN2N=NN=C2)C 3-{imidazo[1,2-b]pyridazin-6-yl}-5-{[(2S)-1-(1H-tetrazol-1-yl)propan-2-yl]oxy}pyridazine